3,8-diazabicyclo[3.2.1]octane trifluoroacetate FC(C(=O)O)(F)F.C12CNCC(CC1)N2